methyl (methyl ricinoleate) CC(C(=O)OC)CCCCCC\C=C/C[C@H](O)CCCCCC